2-[4-(3-methoxyphenyl)piperazin-1-yl]-5,6,7,8-tetrahydro-3H-quinazolin-4-one COC=1C=C(C=CC1)N1CCN(CC1)C1=NC=2CCCCC2C(N1)=O